ClC1=C(C=CC(=N1)C=O)F (6-chloro-5-fluoropyridin-2-yl)methanone